[Si](C1=CC=CC=C1)(C1=CC=CC=C1)(C(C)(C)C)OC[C@@H]1[C@@H](C1)CCCC(C(=O)OC(C)(C)C)(C)C tert-butyl 5-((1r,2s)-2-(((tert-butyldiphenylsilyl) oxy) methyl) cyclopropyl)-2,2-dimethylpentanoate